BrC=1C(=C(CNCCCNC2=CC(C3=C(N2)C=CS3)=O)C=C(C1)Br)OCCC1=C(N=CS1)C 5-(3-{3,5-Dibromo-2-[2-(4-methyl-thiazol-5-yl)-ethoxyl]-benzylamino}-propylamino)-4H-thieno[3,2-b]pyridine-7-one